6,7-dihydro-5H-pyrrolo[1,2-b][1,2,4]triazol-7-amine N1=C2N(N=C1)CCC2N